4-[4-(3-chlorobenzoyl)phenylthio]Phenyl-bis(4-fluorophenyl)sulfonium tetrakis(3,5-difluoro-4-methoxyphenyl)borate FC=1C=C(C=C(C1OC)F)[B-](C1=CC(=C(C(=C1)F)OC)F)(C1=CC(=C(C(=C1)F)OC)F)C1=CC(=C(C(=C1)F)OC)F.ClC=1C=C(C(=O)C2=CC=C(C=C2)SC2=CC=C(C=C2)[S+](C2=CC=C(C=C2)F)C2=CC=C(C=C2)F)C=CC1